4-fluoro-N-(4-(trifluoromethyl)benzyl)-D-prolinamide FC1C[C@@H](NC1)C(=O)NCC1=CC=C(C=C1)C(F)(F)F